C(C)OC1=C(C=CC(=C1)C)S(=O)(=O)NC1=NOC2=C1C(=CC(=C2)CN2N=CC(=C2)CNC(OC)=O)OC methyl ((1-((3-((2-ethoxy-4-methylphenyl)sulfonamido)-4-methoxybenzo[d]isoxazol-6-yl)methyl)-1H-pyrazol-4-yl)methyl)carbamate